C(C1=CC=CC=C1)OC=1C=C(C2=CC=CC=C2C1)N1CC=2N=C(N=C(C2CC1)N1C(CNCC1)CCO[Si](C1=CC=CC=C1)(C1=CC=CC=C1)C(C)(C)C)OCCN(C)C 2-[[7-(3-benzyloxy-1-naphthyl)-4-[2-[2-[tert-butyl-(diphenyl)silyl]oxyethyl]piperazin-1-yl]-6,8-dihydro-5H-pyrido[3,4-d]pyrimidin-2-yl]oxy]-N,N-dimethyl-ethanamine